OC1=CC=C(C=C1)C1=CC=C(C=C1)C1=N[C@H](C=2N(C3=C1C(=C(S3)C)C)C(=NN2)C)CC(=O)OC methyl [(6S)-4-(4'-hydroxy[1,1'-biphenyl]-4-yl)-2,3,9-trimethyl-6H-thieno[3,2-f][1,2,4]triazolo[4,3-a][1,4]diazepin-6-yl]acetate